The molecule is an alkane-alpha,omega-diammonium(2+) that is the dication of trimethylenediamine arising from protonation of both nitrogens. It has a role as a human metabolite and a Saccharomyces cerevisiae metabolite. It is a conjugate acid of a trimethylenediamine. C(C[NH3+])C[NH3+]